C1(CC1)C1=CC(=CC(=N1)N1C(C2=CC(=CC(=C2C1)C(F)(F)F)COC[C@H]1CN(CC1)C)=O)C1=C(C=C(C=C1)F)C1=NN=CN1C 2-{6-Cyclopropyl-4-[4-fluoro-2-(4-methyl-1,2,4-triazol-3-yl)phenyl]pyridin-2-yl}-6-({[(3R)-1-methylpyrrolidin-3-yl]methoxy}methyl)-4-(trifluoromethyl)-3H-isoindol-1-one